(S)-N-[(R)-[1-(4-aminopyridin-2-yl)piperidin-4-yl][4,5-dichloro-2-(prop-2-en-1-yloxy)phenyl]methyl]-2-methylpropane-2-sulfinamide NC1=CC(=NC=C1)N1CCC(CC1)[C@@H](N[S@@](=O)C(C)(C)C)C1=C(C=C(C(=C1)Cl)Cl)OCC=C